yttrium(III) tris(tert-butoxide) CC(C)(C)[O-].CC(C)(C)[O-].CC(C)(C)[O-].[Y+3]